3-(4-(((2R,3S,5R)-3-((N,N-dimethylsulfamoyl)(4-methoxybenzyl)amino)-1-(hex-5-ynoyl)-5-methylpyrrolidin-2-yl)methoxy)cyclohexyl)phenyl trifluoromethanesulfonate FC(S(=O)(=O)OC1=CC(=CC=C1)C1CCC(CC1)OC[C@@H]1N([C@@H](C[C@@H]1N(CC1=CC=C(C=C1)OC)S(N(C)C)(=O)=O)C)C(CCCC#C)=O)(F)F